2-methoxy-N-[(E)-3-[4-[3-methyl-4-(6-methylpyridin-3-yl)oxyanilino]quinazolin-6-yl]prop-2-enyl]acetamide COCC(=O)NC\C=C\C=1C=C2C(=NC=NC2=CC1)NC1=CC(=C(C=C1)OC=1C=NC(=CC1)C)C